C(C)(C)OS(=O)(=O)CCS(=O)(=O)OC(C)C.C(CCCCCCCCCCCC)C(O[Si](OC)(OC)CC)CCCCCCF Tridecyl-fluorohexyl-ethyl-trimethoxysilane diisopropyl-1,2-ethanedisulfonate